ClC=1SC(=CN1)CNC1=NC=CC=C1 N-((2-chlorothiazol-5-yl)methyl)pyridin-2-amine